2-(((4-((4-(Tert-butyl)phenyl)amino)cyclohexyl)methyl)amino)ethan-1-ol C(C)(C)(C)C1=CC=C(C=C1)NC1CCC(CC1)CNCCO